tert-butyl (2S,3R)-3-[(dimethylsulfamoyl)amino]-4,4-difluoro-2-[(2-fluoro-3'-methyl[1,1'-biphenyl]-3-yl)methyl]pyrrolidine-1-carboxylate CN(S(=O)(=O)N[C@@H]1[C@@H](N(CC1(F)F)C(=O)OC(C)(C)C)CC=1C(=C(C=CC1)C1=CC(=CC=C1)C)F)C